COC(=O)C=1C(=CC(=NC1)C)C1=CC=CC2=C1OCCN2C(=O)OC(C)(C)C tert-butyl 8-(5-(methoxycarbonyl)-2-methylpyridin-4-yl)-2,3-dihydro-4H-benzo[b][1,4]oxazine-4-carboxylate